C(C)(C)(C)OC(=O)N1N=CC2=CC(=CC=C12)C#CC1=NC(=NC=C1)C1=NC(=NC=C1)N1CC2=NNC=C2C1.ClC=1C=C(C=CC1)CCC(C)=O 4-(3-chlorophenyl)butan-2-one tert-Butyl-5-((2'-(pyrrolo[3,4-c]pyrazol-5(2H,4H,6H)-yl)-[2,4'-bipyrimidin]-4-yl)ethynyl)-1H-indazole-1-carboxylate